2-isopentyl-6-(pyridin-2-yl)pyridazin-3(2H)-one C(CC(C)C)N1N=C(C=CC1=O)C1=NC=CC=C1